CC(CCC)S 2-pentanethiol